FC(CN1C=NC2=C1C=C(C=C2)C=2C=CN1N=C(N=C(C12)OC)N[C@@H]1[C@H](CN(CC1)C1COC1)F)F 5-(1-(2,2-difluoroethyl)-1H-benzo[d]imidazol-6-yl)-N-((3S,4S)-3-fluoro-1-(oxetan-3-yl)piperidin-4-yl)-4-methoxypyrrolo[2,1-f][1,2,4]triazin-2-amine